C1(CC1)CC(C(=O)O)N1N=NC(=C1)C1CC1 3-cyclopropyl-2-(4-cyclopropyl-1H-1,2,3-triazol-1-yl)propanoic acid